tert-Butyl ((1R,3S)-7'-oxo-3'-(phenylsulfonyl)-6',7'-dihydro-3'H-spiro[cyclopentane-1,8'-dipyrrolo[2,3-b:3',2'-d]pyridin]-3-yl)carbamate O=C1[C@@]2(C3=C4C(=NC=C3N1)N(C=C4)S(=O)(=O)C4=CC=CC=C4)C[C@H](CC2)NC(OC(C)(C)C)=O